N-[(2R)-1-[(3R)-3-aminopyrrolidin-1-yl]-1-oxopropan-2-yl]-2-chloro-4-[[3-[3-(trifluoromethyl)-1H-pyrazol-4-yl]imidazo[1,2-a]pyrazin-8-yl]amino]benzamide N[C@H]1CN(CC1)C([C@@H](C)NC(C1=C(C=C(C=C1)NC=1C=2N(C=CN1)C(=CN2)C=2C(=NNC2)C(F)(F)F)Cl)=O)=O